FC1=C(C(=CC=C1)OC)C1=NC(=C2NC=NC2=N1)OCC1=CC=C(C=C1)C=1N(C=C(N1)C(F)(F)F)C 2-(2-fluoro-6-methoxyphenyl)-6-((4-(1-methyl-4-(trifluoromethyl)-1H-imidazol-2-yl)benzyl)oxy)-7H-purine